(E)-3-chloro-N-(2-(3-(hydroxyamino)-3-oxoprop-1-en-1-yl)phenyl)benzo[b]thiophene-2-carboxamide ClC=1C2=C(SC1C(=O)NC1=C(C=CC=C1)\C=C\C(=O)NO)C=CC=C2